2-(1-(2-aminoethyl)-2-(4-bromophenyl)-1H-imidazol-4-yl)acetate NCCN1C(=NC(=C1)CC(=O)[O-])C1=CC=C(C=C1)Br